C[C@@H]1O[C@@H](CN([C@@H]1CNC1=NC=C(N=C1)C(F)(F)F)C(=O)C1=NN(C=C1C1=NC=C(C=C1)F)C)C ((2S,3R,6R)-2,6-Dimethyl-3-(((5-(trifluoromethyl)pyrazin-2-yl)amino)methyl)morpholino)(4-(5-fluoropyridin-2-yl)-1-methyl-1H-pyrazol-3-yl)methanone